C(C1=CC=CC=C1)N(C1=CC=2C(C3=CC=C(C=C3OC2C=C1)N(CC)CC)C1=C(C=CC=C1)C(=O)OC)CC1=CC=CC=C1 2-dibenzylamino-6-diethylamino-9-(2-methoxycarbonylphenyl)xanthene